[N-](S(=O)(=O)C(F)(F)F)S(=O)(=O)C(F)(F)F.[N-](S(=O)(=O)C(F)(F)F)S(=O)(=O)C(F)(F)F.[Ag+2] silver bis(trifluoromethanesulfonimide)